ClC1=C2C(N(C(NC2=CC(=C1)C=O)=O)CC)=O 5-chloro-3-ethyl-2,4-dioxo-1H-quinazoline-7-carbaldehyde